COC=1C(=NC(=NC1)NC1=CC=C(C=C1)OCCS(=O)(=O)C)OC=1C=C(C=CC1)NC(C=C)=O N-(3-(5-methoxy-2-(4-(2-(methylsulfonyl)ethoxy)anilino)pyrimidin-4-yloxy)phenyl)acrylamide